CC1=C(N(C=C1C1=NN(C=C1)C)NC(=O)C=1N(C=CN1)C)C(=O)OCC Ethyl 3-methyl-1-(1-methyl-1H-imidazole-2-carboxamido)-4-(1-methyl-1H-pyrazol-3-yl)-1H-pyrrole-2-carboxylate